BrC=1C=NN(C1C1=C(C#N)C(=CC(=C1F)Cl)OC1CC1)C(F)F 2-(4-bromo-1-(difluoromethyl)-1H-pyrazol-5-yl)-4-chloro-6-cyclopropoxy-3-fluorobenzonitrile